C(C)(C)(C)C1(SCCCS1)/C=C/C=1NC2=CC=CC=C2C1 (E)-2-(2-(2-(tert-butyl)-1,3-dithian-2-yl)vinyl)-1H-indol